2-methyl-7-(4-(1H-pyrazol-1-yl)benzyl)furo[3,2-b]pyridine-5-carboxylic acid CC1=CC2=NC(=CC(=C2O1)CC1=CC=C(C=C1)N1N=CC=C1)C(=O)O